C(C)(=O)N[C@@H](CO)C(=O)N[C@@H](CC(=O)O)C(=O)N[C@@H](CCCCN)C(=O)N1[C@@H](CCC1)C(=O)O N-acetyl-seryl-aspartyl-lysyl-proline